methyl 2-[4-(4,6-diphenyl-1,3,5-triazin-2-yl)-3-hydroxy-phenoxy]butanoate C1(=CC=CC=C1)C1=NC(=NC(=N1)C1=CC=CC=C1)C1=C(C=C(OC(C(=O)OC)CC)C=C1)O